ClC1=C(C=CC=C1C1=C(C(=NC=C1)C=1C=C2CNCC2=CC1)Cl)C1=CC=C(C(=N1)OC)CNC[C@H](C)O (S)-1-(((6-(2-chloro-3-(3-chloro-2-(isoindolin-5-yl)pyridin-4-yl)phenyl)-2-methoxypyridin-3-yl)methyl)amino)propan-2-ol